C(#C)[Si](C=1C=NC=CC1)(C=1C=NC=CC1)C=1C=NC=CC1 ethynyltri(3-pyridyl)silane